C(C1=CC=CC=C1)(=O)C1=C(C(=C(C(=C1F)F)F)F)S(=O)(=O)N(C)C benzoyl-3,4,5,6-tetrafluoro-N,N-dimethylbenzenesulfonamide